FC=1C=C(CN2CC3(CN(C3)C3=CC=C(C=N3)C3=C4C=NC=NC4=CC(=C3)C=3C=NN(C3)C)C2)C=CC1 5-(6-(6-(3-Fluorobenzyl)-2,6-diazaspiro[3.3]heptan-2-yl)pyridin-3-yl)-7-(1-methyl-1H-pyrazol-4-yl)quinazoline